C1(=CC=CC=C1)C1=NC(=NC(=N1)C1=CC=CC=C1)C=1C=C(C=C(C1)N1C2=CC=CC=C2C=2C=CC=CC12)N1C2=CC=CC=C2C=2C=CC=CC12 9,9'-[5-(4,6-diphenyl-1,3,5-triazin-2-yl)-1,3-phenylene]bis(9H-carbazole)